C(C)(C)NC(O[C@H]1CN(CC1(F)F)C1=CC(=NC(=N1)C)C=1C(=NC(=NC1)OC(C)(C)C)OC(C)(C)C)=O (S)-1-(2',4'-di-tert-butoxy-2-methyl-[4,5'-bipyrimidin]-6-yl)-4,4-difluoropyrrolidin-3-yl isopropylcarbamate